NC=1C(=C(OC=2C(=C3C(N(C=NC3=CC2)C)=O)C)C(=CC1)F)F 6-(3-amino-2,6-difluorophenoxy)-3,5-dimethylquinazolin-4(3H)-one